ClC=1C(=C(C=CC1OC(F)F)NC1=NC=NC2=C1N=C(N=C2)N2[C@@H]1CN([C@H](C2)CC1)C(C=C)=O)F 1-((1S,4S)-5-(8-((3-Chloro-4-(difluoromethoxy)-2-fluorophenyl)amino)pyrimido[5,4-d]pyrimidin-2-yl)-2,5-diazabicyclo[2.2.2]octan-2-yl)prop-2-en-1-one